C(C)C=1C(=CC=C2C=C(C=C(C12)C1=C(C=2N=C(N=C(C2C=N1)N1CCC(CCC1)C(=O)OC)OC[C@]12CCCN2C[C@@H](C1)F)F)O)F methyl 1-(7-(8-ethyl-7-fluoro-3-hydroxynaphthalen-1-yl)-8-fluoro-2-(((2R,7aS)-2-fluorotetrahydro-1H-pyrrolizin-7a(5H)-yl)methoxy)pyrido[4,3-d]pyrimidin-4-yl)azepane-4-carboxylate